N1(N=CN=C1)C=1N=NC(=CC1)N1N=CN=C1 3,6-Bis(1H-1,2,4-triazol-1-yl)pyridazine